1-(3-(4-(4-(3-chloro-4-methoxypyrazolo[1,5-a]pyridin-6-yl)-1H-pyrazol-1-yl)piperidine-1-carbonyl)-3-methylazetidin-1-yl)prop-2-en-1-one ClC=1C=NN2C1C(=CC(=C2)C=2C=NN(C2)C2CCN(CC2)C(=O)C2(CN(C2)C(C=C)=O)C)OC